bis(cyclohexylmethyl)-1,2-ethylenediamine C1(CCCCC1)CNCCNCC1CCCCC1